ClC=1C(=CC(=C(C1)S(=O)(=O)NC=1SC=CN1)F)N[C@@H](CC)C1=C(C=CC=C1)C (S)-5-chloro-2-fluoro-N-(thiazol-2-yl)-4-((1-(o-tolyl)propyl)amino)benzenesulfonamide